[Au].[U] uranium-gold